4,5-dihydro-1H-pyrazole-1-carboxamide chloride [Cl-].N1(N=CCC1)C(=O)N